4-(5-(8-phenyl-7,8-dihydro-6H-pyrrolo[2',1':2,3]imidazo[4,5-b]pyridin-2-yl)pyrimidin-2-yl)piperazin-2-one C1(=CC=CC=C1)C1CCC2=NC=3C(=NC(=CC3)C=3C=NC(=NC3)N3CC(NCC3)=O)N21